ethyl 4-(3-((4-ethylphenyl)sulfonyl)-6-methoxyquinolin-4-yl)piperazine-1-carboxylate C(C)C1=CC=C(C=C1)S(=O)(=O)C=1C=NC2=CC=C(C=C2C1N1CCN(CC1)C(=O)OCC)OC